[Cl-].C(=C)C1=CC=C(C[P+](C2=CC=C(C=C2)C=C)(C2=CC=C(C=C2)C=C)C2=CC=C(C=C2)C=C)C=C1 (4-vinylbenzyl)-tris(4-vinylphenyl)phosphonium chloride